N1=CNC2=NC=CC(=C21)C=2C=NN(C2)C2=CC=C(C=N2)C(C(F)(F)F)(O)C2CN(C2)C(C)C 1-(6-(4-(3H-imidazo[4,5-b]pyridin-7-yl)-1H-pyrazol-1-yl)pyridin-3-yl)-2,2,2-trifluoro-1-(1-isopropylazetidin-3-yl)ethanol